COC(=O)C1=NC=C(C2=C1C=CO2)C2=NOC(C2)(C(F)(F)F)C2=CC(=C(C(=C2)Cl)F)Cl 7-[5-(3,5-dichloro-4-fluorophenyl)-4,5-dihydro-5-(trifluoromethyl)-3-isoxazolyl]furo[3,2-C]pyridine-4-carboxylic acid methyl ester